2-ethyl-1,4-bis(isobutyryloxy)naphthalene C(C)C1=C(C2=CC=CC=C2C(=C1)OC(C(C)C)=O)OC(C(C)C)=O